5-chloro-quinazolin-4(3H)-one ClC1=C2C(NC=NC2=CC=C1)=O